(S)-2-ALLYLCYCLOBUTANONE C(C=C)[C@H]1C(CC1)=O